tert-butyl (2R)-5-(2-ethoxy-2-oxoethyl)-1-methylpyrrolidine-2-carboxylate C(C)OC(CC1CC[C@@H](N1C)C(=O)OC(C)(C)C)=O